FC1=NC=CC=C1C=1C=C2C(=CNC2=CC1)C(=O)O 5-(2-fluoropyridin-3-yl)-1H-indole-3-carboxylic acid